N-[trans-4-(4-bromobenzenesulfonyl)cyclohexyl]-4-[(trifluoromethyl)sulfanyl]aniline BrC1=CC=C(C=C1)S(=O)(=O)[C@@H]1CC[C@H](CC1)NC1=CC=C(C=C1)SC(F)(F)F